Ethyl (1R,3R)-2,2-dimethyl-3-(4-sulfamoylphenyl)cyclopropanecarboxylate CC1([C@@H]([C@H]1C1=CC=C(C=C1)S(N)(=O)=O)C(=O)OCC)C